(2S)-2-(chloro(phenoxy)phosphorylamino)propionic acid-2-ethylbutyl ester C(C)C(COC([C@H](C)N=P(=O)OC1=C(C=CC=C1)Cl)=O)CC